CN(C=1C=C2CC[C@@H](C2=CC1)CNC=1C=NC=CC1C(=O)O)C1=CC=CC=C1 3-({[(1S)-5-[methyl-(phenyl)amino]-2,3-dihydro-1H-inden-1-yl]methyl}amino)pyridine-4-carboxylic acid